[C@H]12CN(C[C@H](CC1)N2)C=2C1=C(N=C(N2)SC[C@H]2N(CCC2)C)C(N(CC1)C1=C(C(=CC(=C1)O)Cl)C(F)(F)F)=O 4-((1R,5S)-3,8-Diazabicyclo[3.2.1]octan-3-yl)-7-(3-chloro-5-hydroxy-2-(trifluoromethyl)phenyl)-2-((((S)-1-methylpyrrolidin-2-yl)methyl)thio)-6,7-dihydropyrido[3,4-d]pyrimidin-8(5H)-one